4-chloro-8-(2,3-dichlorophenyl)-1,5-naphthyridine-3-carboxylic acid chloride ClC1=C(C=NC2=C(C=CN=C12)C1=C(C(=CC=C1)Cl)Cl)C(=O)Cl